1-(3-methyl-4-(((6-(piperidin-4-yl)-pyridin-2-yl)oxy)methyl)phenyl)ethan-1-one CC=1C=C(C=CC1COC1=NC(=CC=C1)C1CCNCC1)C(C)=O